L-5-methyl-tetrahydrofolate calcium salt [Ca+2].CN1C=2C(NC(=NC2NCC1CNC1=CC=C(C(N[C@@H](CCC(=O)[O-])C(=O)O)=O)C=C1)N)=O.CN1C=2C(NC(=NC2NCC1CNC1=CC=C(C(N[C@@H](CCC(=O)[O-])C(=O)O)=O)C=C1)N)=O